Cl.C1C(CC12CNCCC2)O 6-Azaspiro[3.5]-nonan-2-ol hydrochloride